ethylene glycol mono-pentyl ether C(CCCC)OCCO